C(CCCCCCC)P(CC(N(CC(C)C)CC(C)C)=O)(C1=CC=CC=C1)=O n-Octyl-(phenyl)-N,N-diisobutylcarbamoylmethylphosphine oxide